COC1=C(C=CC=C1)C=1N=CN(C(C1)=O)C[C@@H]1CCN(CC12CCCC2)C(=O)OC(C)(C)C tert-Butyl (R)-10-((4-(2-methoxyphenyl)-6-oxopyrimidin-1(6H)-yl)methyl)-7-azaspiro[4.5]decane-7-carboxylate